BrC1=NC2=C(N1C(C)C)C=CC=C2C2=C(C=C(C=C2C)C)C 2-bromo-1-isopropyl-4-mesitylbenzimidazole